1-(6-((5-methyl-3-(6-methylpyridin-3-yl)isoxazol-4-yl)methoxy)pyridazine-3-carbonyl)azetidine-3-carbonitrile CC1=C(C(=NO1)C=1C=NC(=CC1)C)COC1=CC=C(N=N1)C(=O)N1CC(C1)C#N